ClC1=CC=C2C(=C(N(C2=C1)C=1C=NN(C1)CCC)C#N)SC1=CC=CC(=N1)C(=O)O 6-((6-chloro-2-cyano-1-(1-propyl-1H-pyrazol-4-yl)-1H-indol-3-yl)thio)picolinic acid